α-methyl-(4-hydroxyphenyl)benzyl-1,3-benzenediol CC(C1=CC=CC=C1)C1=C(C=CC(=C1O)C1=CC=C(C=C1)O)O